tris[2-(diphenylphosphino)ethyl]phosphine C1(=CC=CC=C1)P(CCP(CCP(C1=CC=CC=C1)C1=CC=CC=C1)CCP(C1=CC=CC=C1)C1=CC=CC=C1)C1=CC=CC=C1